N-[[2-[(benzylamino)methyl]-1H-indol-6-yl]methyl]-4-oxo-pyrido[1,2-a]pyrimidine-2-carboxamide C(C1=CC=CC=C1)NCC=1NC2=CC(=CC=C2C1)CNC(=O)C=1N=C2N(C(C1)=O)C=CC=C2